N'-((2,4-diisopropyl-6-methoxypyridin-3-yl)carbamoyl)-6-(methylamino)-6,7-dihydro-5H-pyrazolo[5,1-b][1,3]oxazine-3-sulfonimidamide C(C)(C)C1=NC(=CC(=C1NC(=O)N=S(=O)(N)C=1C=NN2C1OCC(C2)NC)C(C)C)OC